C(C)(C)(C)OC(C1=C(C(=CC=C1)CBr)OC(=O)OC(C)(C)C)=O.COC1=NC=NC(=C1C(=O)NC=1SC=2C(N(C=3C=C(C=CC3C2N1)C(F)(F)F)C)(C)C)OC 4,6-dimethoxy-N-(4,4,5-trimethyl-7-(trifluoromethyl)-4,5-dihydrothiazolo[5,4-c]quinolin-2-yl)pyrimidine-5-carboxamide tert-Butyl-3-(bromomethyl)-2-((tert-butoxycarbonyl)oxy)benzoate